C(C)(C)C1CCC(CC1)CO (4-isopropyl-cyclohexyl)-methanol